O=C1N(CCNC1)[C@H](C(=O)O)[C@H](CC)C (2S,3S)-2-[(3S)-2-oxopiperazin-1-yl]3-methylvaleric acid